Cl.CC(C(=O)N[C@H]1C[C@H](NCC1)C)(COC1=NC=CC=C1C(F)(F)F)C 2,2-dimethyl-N-((2R,4R)-2-methylpiperidin-4-yl)-3-((3-(trifluoromethyl)pyridin-2-yl)oxy)propanamide hydrochloride